NC1=C(C=CC=C1)C(=O)C1=NC=CC=C1 (2-aminophenyl)-(pyridin-2-yl)-methanone